FC(C)(F)C1=NC(=CC(=N1)NC1=CC(=NC=C1OCC1=NC=C(C=C1)F)NC(C)=O)C N-(4-((2-(1,1-difluoroethyl)-6-methylpyrimidin-4-yl)amino)-5-((5-fluoropyridin-2-yl)methoxy)pyridin-2-yl)acetamide